N1=C(C=CC=C1)C1C(NC(C2=CC=CC=C12)=O)=O pyridinyl-isoquinoline-dione